C/C=C\\1/CN2CC[C@@H]1[C@](C3=C(CC2)C4=CC=CC=C4N3)(COC(=O)C)C(=O)OC The molecule is an acetate ester resulting from the formal condensation of the hydroxy group of 15alpha-stemmadenine with the carboxy group of acetic acid. It is a monoterpenoid indole alkaloid, an organic heterotetracyclic compound, a methyl ester and an acetate ester. It is a conjugate base of an O-acetyl-15alpha-stemmadenine(1+).